2-(4-methylphenyl)quinazolin-4(3H)-one CC1=CC=C(C=C1)C1=NC2=CC=CC=C2C(N1)=O